C(C(C)C)C(CC(=O)N)CC 3-isobutylvaleric acid monoamide